NN1C(=NC(=C1C(=O)N)C1=CC=C(C=C1)C(NC1=NC=CC(=C1)C)=O)[C@H]1N(CCC1)C(CC#N)=O (S)-1-amino-2-(1-(2-cyanoacetyl)pyrrolidin-2-yl)-4-(4-((4-methyl-pyridin-2-yl)carbamoyl)phenyl)-1H-imidazole-5-carboxamide